(S)-5-(2-(3-(2-ethoxypropan-2-yl)-1-(2-(6-methylpyridin-3-yl)propan-2-yl)pyrrolidin-3-yl)ethyl)-1-methyl-1,6-dihydro-7H-pyrazolo[4,3-d]pyrimidin-7-one C(C)OC(C)(C)[C@@]1(CN(CC1)C(C)(C)C=1C=NC(=CC1)C)CCC=1NC(C2=C(N1)C=NN2C)=O